(1r,4r)-4-(5-(3,5-dimethylisoxazol-4-yl)-2-(3-fluoro-4-methoxybenzyl)-4-methyl-1H-benzo[d]imidazol-1-yl)cyclohexane-1-carboxylic acid CC1=NOC(=C1C1=C(C2=C(N(C(=N2)CC2=CC(=C(C=C2)OC)F)C2CCC(CC2)C(=O)O)C=C1)C)C